F[C@H]1[C@H]([C@H](NC1=O)COC1=NC=CC2=CC(=C(C=C12)OC)C(=O)N)CCF 1-{[(2S,3S,4S)-4-fluoro-3-(2-fluoroethyl)-5-oxopyrrolidin-2-yl]methoxy}-7-methoxyisoquinoline-6-carboxamide